F[P-](F)(F)(F)(F)F.C(C)(=O)C1=CC=C(C=C1)SC1=CC=C(C=C1)[S+](C1=CC=C(C=C1)SC1=CC=C(C=C1)C(C)=O)C1=CC=C(C=C1)SC1=CC=C(C=C1)C(C)=O tris[4-(4-acetylphenylsulfanyl)phenyl]-sulfonium hexafluorophosphate